C1(CCCC1)C1=NC=2C=C(C(=CC2C2=C1CC(N2)(C)C)OC)OCCCN2CCCC2 4-cyclopentyl-8-methoxy-2,2-dimethyl-7-(3-(pyrrolidin-1-yl)propoxy)-2,3-dihydro-1H-pyrrolo[3,2-c]quinoline